(1R,5S,6R)-3-aza-bicyclo[3.1.0]Hexane-6-carboxylic acid ethyl ester C(C)OC(=O)C1[C@H]2CNC[C@@H]12